ONC(C[C@@H](CC1=CC2=CC=CC=C2C=C1)N1N=NC(=C1)CNC(CCC1=CC=CC=C1)=O)=O (R)-N-Hydroxy-4-naphthalen-2-yl-3-{4-[(3-phenyl-propionylamino)-methyl]-[1,2,3]triazol-1-yl}-butyramide